[1'R,2'S,5'R]-4-(5'-methyl-2'-(methylethyl)cyclohexyloxy)butan-1-ol CC1CCC(C(C1)OCCCCO)C(C)C